(±)-trans-5-(4-(4-(((Cyclopentyl(methyl)carbamoyl)oxy)methyl)-3-methylisoxazol-5-yl)phenoxy)tetrahydro-2H-pyran C1(CCCC1)N(C(=O)OCC=1C(=NOC1C1=CC=C(O[C@@H]2CCCOC2)C=C1)C)C |r|